COC([C@@H](NCC1=C(C=C(C=C1F)F)N)[C@@H](C)CC)=O (2-amino-4,6-difluorobenzyl)-L-isoleucine methyl ester